3-bromo-2-chloro-6-methyl-pyridin-4-amine BrC=1C(=NC(=CC1N)C)Cl